C1(CC1)NC1=NC=2N(C(C(=NC2C=N1)C1=CN(C(C=C1)=O)CCC(C)(C)O)=O)C1=CC=C(C=C1)OC(F)F 2-(Cyclopropylamino)-8-(4-(difluoromethoxy)phenyl)-6-(1-(3-hydroxy-3-methylbutyl)-6-oxo-1,6-Dihydropyridin-3-yl)pteridine-7(8H)-one